2,3,4,7,8,9,10,11,12,13,14,15,16,17-tetradecahydro-1H-cyclopenta[a]phenanthren-3-yl-3-(1H-imidazol-4-yl)propanoate C1CC(CC2=CCC3C4CCCC4CCC3C12)OC(CCC=1N=CNC1)=O